OC1=CC=C(C=C1)C1=CN(C=2N=CN=C(C21)OC2=CC=C1C(=CC(OC1=C2)=O)C)CCCCC 7-[5-(4-hydroxy-phenyl)-7-pentyl-7H-pyrrolo[2,3-d]Pyrimidine-4-oxy]-4-methylcoumarin